CC=1C=CC(=CC1)C 3,6-dimethyl-benzene